CC=1C=C(C=CC1OC1=CC2=C(N(C=N2)C)C=C1)NC=1C2=C(N=CN1)C=CC(=N2)N2C1CN(CC2CC1)C(C#CC)=O 1-{8-[4-({3-methyl-4-[(1-methyl-1,3-benzodiazol-5-yl)oxy]phenyl}amino)pyrido[3,2-d]pyrimidin-6-yl]-3,8-diazabicyclo[3.2.1]octan-3-yl}but-2-yn-1-one